Ethyl-2-O-p-methoxybenzyl-3,4-di-O-benzyl-6-levulinyl-α-D-galactopyranose C(C)[C@@]1(O)[C@H](OCC2=CC=C(C=C2)OC)[C@@H](OCC2=CC=CC=C2)[C@@H](OCC2=CC=CC=C2)[C@H](O1)C(O)C(CCC(=O)C)=O